propyl-trioxysilicon C(CC)OOO[Si]